N1C(=CC=C1)\C=C\1/C(NC2=CC=C(C=C12)NCC1=C(C(=CC(=C1F)F)F)F)=O (Z)-3-((1H-pyrrol-2-yl)methylene)-5-((2,3,5,6-tetrafluorobenzyl)amino)indolin-2-one